C(C)(=O)N[C@@H](CSP(=O)(OC1=CC=CC=C1)N[C@H](C(=O)OC(C)C)C)C(=O)OCC Ethyl N-acetyl-S-((((S)-1-isopropoxy-1-oxopropan-2-yl)amino) (phenoxy)phosphoryl)-L-cysteinate